(2s,4r)-2-((3S,4S)-4-(4-(tert-butyl)phenyl)-3-methylpiperidin-1-carbonyl)-7-oxa-5-azaspiro[3.4]octan-6-one C(C)(C)(C)C1=CC=C(C=C1)[C@@H]1[C@@H](CN(CC1)C(=O)C1CC2(C1)NC(OC2)=O)C